CC(=CC(CC1=NC=CC=C1)N)C 4-methyl-1-(2-pyridyl)pent-3-en-2-amine